ON1C(NC2=C(C=CC=C2C1=O)S(=O)(=O)C=1C=C(C#N)C=CC1)=O 3-((3-hydroxy-2,4-dioxo-1,2,3,4-tetrahydroquinazolin-8-yl)sulfonyl)benzonitrile